C(C)(C)(C)OC(CN(C(=O)OCOP(=O)(OC(C)(C)C)OC(C)(C)C)C[C@@H]1[C@@H](CC1)C(=O)OC)=O methyl (1R,2S)-2-(((2-(tert-butoxy)-2-oxoethyl)((((di-tert-butoxyphosphoryl)oxy)methoxy)carbonyl)amino)methyl)cyclobutane-1-carboxylate